2-(2-fluoro-5-((R or S)-1-(((R)-((R)-7-fluoro-1,2,3,4-tetrahydropyrido[2,3-b]pyrazin-3-yl)(phenyl)methyl)amino)propan-2-yl)-4-methylphenyl)acetic acid FC1=C(C=C(C(=C1)C)[C@H](CN[C@H](C1=CC=CC=C1)[C@H]1CNC2=C(N1)N=CC(=C2)F)C)CC(=O)O |o1:8|